Cl.C1(CCCCC1)OC(=O)C1(CCC1)N 1-Aminocyclobutanecarboxylic acid cyclohexyl ester hydrochloride